4'-acetylacetoacetanilide C(C)(=O)C1=CC=C(NC(CC(=O)C)=O)C=C1